C(OC1=NC(=NN2C1=C(C=C2)C=2C=C1N=CC=NC1=CC2)NC2CC(C2)(O)C)([2H])([2H])[2H] (1r,3r)-3-((4-(methoxy-d3)-5-(quinoxalin-6-yl)pyrrolo[2,1-f][1,2,4]triazin-2-yl)amino)-1-methylcyclobutan-1-ol